C(C(C)(C)C)NC=1C2=C(N=CN1)C(=NC=C2)C#N 4-(neopentylamino)pyrido[3,4-d]pyrimidine-8-carbonitrile